N-(2-Cyclobutoxy-4-(4-methylpiperazin-1-yl)phenyl)-7-((tetrahydrofuran-2-yl)methyl)-7H-pyrrolo[2,3-d]pyrimidin-2-amine C1(CCC1)OC1=C(C=CC(=C1)N1CCN(CC1)C)NC=1N=CC2=C(N1)N(C=C2)CC2OCCC2